CN1C(CC(CC1(C)C)OC(C(C(=O)OC1CC(N(C(C1)(C)C)C)(C)C)(CCCC)CC1=CC(=C(C(=C1)C(C)(C)C)O)C(C)(C)C)=O)(C)C bis(1,2,2,6,6-pentamethyl-4-piperidyl)[[3,5-bis(1,1-dimethylethyl)-4-hydroxyphenyl]methyl]butylmalonate